Methyl 7-(N,N-dimethylsulfamoyl)-3-methoxy-2-naphthoate CN(S(=O)(=O)C1=CC=C2C=C(C(=CC2=C1)C(=O)OC)OC)C